FC=1C=C(C=C(C1)F)C1CC=NN1C(=O)N1CCN(CC1)C1=NC=C(C(=N1)C1=NC(=NN1C)C#N)F 5-(2-(4-(5-(3,5-difluorophenyl)-4,5-dihydro-1H-pyrazole-1-carbonyl)piperazin-1-yl)-5-fluoropyrimidin-4-yl)-1-methyl-1H-1,2,4-triazole-3-carbonitrile